palladium hydrate 3-pyridinesulphonate N1=CC(=CC=C1)S(=O)(=O)[O-].O.[Pd+2].N1=CC(=CC=C1)S(=O)(=O)[O-]